OC[C@@H](CC(C)C)NC1=NC(=NC(=N1)C[C@@H](C)C=1C(=NC=CC1)OC)NS(=O)(=O)C N-(4-(((R)-1-Hydroxy-4-methylpentan-2-yl)amino)-6-((R)-2-(2-methoxypyridin-3-yl)propyl)-1,3,5-triazin-2-yl)methanesulfonamide